FC(C(=O)[O-])(C(C(C(C(C(C(F)(F)F)(F)F)(F)F)(F)F)(F)F)(F)F)F.[Cr+3].FC(C(=O)[O-])(C(C(C(C(C(C(F)(F)F)(F)F)(F)F)(F)F)(F)F)(F)F)F.FC(C(=O)[O-])(C(C(C(C(C(C(F)(F)F)(F)F)(F)F)(F)F)(F)F)(F)F)F chromium(III) perfluorooctanoate